COC=1C(=NC=CC1N)C1=NN(N=C1)C1CC1 3-methoxy-2-(2-cyclopropyl-2H-1,2,3-triazol-4-yl)pyridin-4-amine